3-iodo-1-methyl-1H-pyrazole-5-carboxamide IC1=NN(C(=C1)C(=O)N)C